Tert-butyl (R)-3-((4-(2-methoxy-4-(trifluoromethyl)phenyl)phthalazin-1-yl)thio)piperidine-1-carboxylate COC1=C(C=CC(=C1)C(F)(F)F)C1=NN=C(C2=CC=CC=C12)S[C@H]1CN(CCC1)C(=O)OC(C)(C)C